C[Si](CC(C)O)(CC=C)C 1-(dimethyl-2-propen-1-ylsilyl)-2-propanol